6-[(5-chloro-2-fluoro-phenyl)methoxy]-5-cyano-2-(difluoromethyl)pyridine-3-carboxylic acid Ethyl-6-[(5-chloro-2-fluoro-phenyl)methoxy]-5-cyano-2-(difluoromethyl)pyridine-3-carboxylate C(C)OC(=O)C=1C(=NC(=C(C1)C#N)OCC1=C(C=CC(=C1)Cl)F)C(F)F.ClC=1C=CC(=C(C1)COC1=C(C=C(C(=N1)C(F)F)C(=O)O)C#N)F